ClC1=C(C=C(OCC(=O)NC2(CCC(CC2)=O)C(=O)OC)C=C1)F methyl 1-(2-(4-chloro-3-fluorophenoxy)acetamido)-4-oxocyclohexanecarboxylate